(S)-benzyl 2-(((benzyloxy) carbonyl) amino)-4-hydroxybutyrate C(C1=CC=CC=C1)OC(=O)N[C@H](C(=O)OCC1=CC=CC=C1)CCO